isopropyl 3-formyl-2,4-dihydroxy-6-methylbenzoate C(=O)C=1C(=C(C(=O)OC(C)C)C(=CC1O)C)O